7-methyltetradec-10-en-2,5-dione CC(CC(CCC(C)=O)=O)CCC=CCCC